C(C1=CC=CC=C1)OC1=NC(=CC=C1C1=CC(N(C=C1)C1CCN(CC1)C(=O)OC(C)(C)C)=O)OCC1=CC=CC=C1 tert-butyl 4-(2,6-bis(benzyloxy)-2'-oxo-[3,4'-bipyridin]-1'(2'H)-yl)piperidine-1-carboxylate